9-[(2R,6S)-6-{(tert-butyldimethylsilyloxy)methyl}-4-tritylmorpholin-2-yl]-N2-(phenoxyacetyl)guanine [Si](C)(C)(C(C)(C)C)OC[C@H]1O[C@H](CN(C1)C(C1=CC=CC=C1)(C1=CC=CC=C1)C1=CC=CC=C1)N1C=2N=C(NC(C2N=C1)=O)NC(COC1=CC=CC=C1)=O